C1(=CC=CC=C1)C=[N+]([O-])C(C)(C)C α-phenyl-N-tert-butyl-nitrone